COC(=O)C=1C=CC2=C(N(C(=N2)CCl)C[C@H]2OCC2)C1 (S)-(1-chloromethyl)-1-(((S)-oxetane-2-yl)methyl)-1H-benzo[d]imidazole-6-carboxylic acid methyl ester